C(#N)C1=CC=C(C=C1)NC=1C=C(C=CC1[C@H](C(F)(F)F)OCC)[C@H](CC(=O)O)CC (S)-3-(3-((4-cyanophenyl)amino)-4-((R)-1-ethoxy-2,2,2-trifluoroethyl)phenyl)pentanoic acid